3-[(R)-(6-cyano-pyridazin-4-yl)-hydroxy-(4-isopropyl-phenyl)-methyl]-3-methyl-azetidine-1-carboxylic acid tert-butyl ester C(C)(C)(C)OC(=O)N1CC(C1)(C)[C@@](C1=CC=C(C=C1)C(C)C)(O)C1=CN=NC(=C1)C#N